2-(4-bromophenyl)fluoropropane BrC1=CC=C(C=C1)C(CF)C